ClC1=CC=C(C(=N1)C1=CC2=C(B(OC2)O)C(=C1)F)NC(C)C=1C=C(C=C2C(C(=C(OC12)N1CCOCC1)C)=O)C 8-(1-((6-chloro-2-(7-fluoro-1-hydroxy-1,3-dihydrobenzo[c][1,2]oxaborol-5-yl)pyridin-3-yl)amino)ethyl)-3,6-dimethyl-2-morpholino-4H-chromen-4-one